C(C)OC(=O)C=1C=NN2C1C=CC(=C2)Br 6-bromopyrazolo[1,5-a]pyridine-3-carboxylic acid ethyl ester